NC=1C=C(C=CC1)CS(=O)(=O)N1CC(=CC1)C1=CC=C2C=C(C(=C(C2=C1)F)N1CC(NS1(=O)=O)=O)O 5-(7-{1-[(3-aminophenyl)methanesulfonyl]-2,5-dihydro-1H-pyrrol-3-yl}-1-fluoro-3-hydroxynaphthalen-2-yl)-1λ6,2,5-thiadiazolidine-1,1,3-trione